COC(C(=C)NC(=O)C=1C=C(C2=C(N(C=N2)C)C1)C1=CC=C(C=C1)OC(F)(F)F)=O.OC1=CC=C(C=C1)CCC(C(=O)N)I (4-hydroxyphenyl)ethyl-iodoacetamide methyl-2-(1-methyl-4-(4-(trifluoromethoxy)phenyl)-1H-benzo[d]imidazole-6-carboxamido)acrylate